6-(4-chlorophenyl)-N-(1-hydroxy-3-methoxyprop-2-yl)-3-oxo-2-(pyridin-3-yl)-2,3-dihydropyridazine-4-carboxamide ClC1=CC=C(C=C1)C=1C=C(C(N(N1)C=1C=NC=CC1)=O)C(=O)NC(CO)COC